ClC=1C=C(C=CC1)C(CO)(C)NC1=NC2=C(N1)C=CC=C2CNC(N(C)OC)=O 3-((2-((2-(3-chlorophenyl)-1-hydroxypropan-2-yl)amino)-1H-benzo[d]imidazol-4-yl)methyl)-1-methoxy-1-methylurea